methyl 6-((N-(4-((4-acetylpiperazin-1-yl)methyl)phenyl)ethylsulfonoamido)methyl)nicotinate C(C)(=O)N1CCN(CC1)CC1=CC=C(C=C1)N(S(=O)(=O)CC)CC1=NC=C(C(=O)OC)C=C1